CC1(CC1)C(C)(C#C)O 2-(1-methylcyclopropyl)but-3-yn-2-ol